C(CCCC)SC=1C2=C(N=C(N1)N)C=CN2 4-(pentylsulfanyl)-5H-pyrrolo[3,2-d]pyrimidin-2-amine